CCCCC[C@@H](/C=C/C=C\\C/C=C\\CCCCCCC(=O)O)O The molecule is a 15-HETrE consisting of (8Z,11Z,13E)-icosatrienoic acid in which the 15-hydroxy group has S-configuration. It has a role as a human xenobiotic metabolite and a mouse metabolite.